(14-hydroxy-3,6,9,12-tetraoxatetradecyl)carbamic acid tert-butyl ester C(C)(C)(C)OC(NCCOCCOCCOCCOCCO)=O